C1=CC=CC=2C3=CC=CC=C3N(C12)C1=CC=C(C=C1)N(C1=CC=2C(C3=CC(=CC=C3C2C=C1)N(C1=CC=CC=C1)C1=CC=C(C=C1)N1C2=CC=CC=C2C=2C=CC=CC12)(C)C)C1=CC=CC=C1 N,N'-bis[4-(carbazol-9-yl)phenyl]-N,N'-diphenyl-9,9-dimethylfluoren-2,7-diamine